1,3,3-Tris(3-methyl-4-hydroxyphenyl)butane CC=1C=C(C=CC1O)CCC(C)(C1=CC(=C(C=C1)O)C)C1=CC(=C(C=C1)O)C